C(=C=CC)[Sn](CCCC)(CCCC)CCCC (S)-buta-1,2-dien-1-yltributylstannane